(2R)-2-bromo-2-fluoro-acetic acid hexyl ester C(CCCCC)OC([C@H](F)Br)=O